C1C(CC2=CC=CC=C12)CO 2,3-dihydro-1H-inden-2-yl-methanol